ClC=1C=NC(=C(C(=O)NC2CCC(CC2)CN2C(C(C3=CC=CC=C23)(O)C2=CC(=C(C=C2)F)Cl)=O)C1)C(F)F 5-chloro-N-((1r,4r)-4-((3-(3-chloro-4-fluorophenyl)-3-hydroxy-2-oxoindolin-1-yl)methyl)cyclohexyl)-2-(difluoromethyl)nicotinamide